tert-butyl [(1s,3s)-3-(benzyloxy)-3-methylcyclobutyl]carbamate C(C1=CC=CC=C1)OC1(CC(C1)NC(OC(C)(C)C)=O)C